methylene-6-((5-isopropyl-1-m-bromobenzylimidazol-4-yl)methylene)piperazine-2,5-dione C=C1C(NC(C(N1)=O)=CC=1N=CN(C1C(C)C)CC1=CC(=CC=C1)Br)=O